ClC1=C(C(=O)NCC(C2=C(N=CS2)C(F)F)N2CCC(CC2)COC2=NC(=CC=C2)C#N)C(=CC=C1)F 2-Chloro-N-[2-(4-{[(6-cyanopyridin-2-yl)oxy]methyl}piperidin-1-yl)-2-[4-(difluoromethyl)-1,3-thiazol-5-yl]ethyl]-6-fluorobenzamide